FC1=CC=C(C=C1)/C=C/C(=O)OCC[N@+](CCCC)(CCO)[O-] (S,E)-N-(2-((3-(4-Fluorophenyl)acryloyl)oxy)ethyl)-N-(2-hydroxyethyl)butan-1-amine oxide